methyl 3-(9-((4-(((tert-butoxycarbonyl)amino)methyl)phenyl)carbamoyl)-4,5-dihydrobenzo[b]thieno[2,3-d]oxepin-8-yl)-6-(tert-butylcarbamoyl)picolinate C(C)(C)(C)OC(=O)NCC1=CC=C(C=C1)NC(=O)C1=CC2=C(OCCC3=C2SC=C3)C=C1C=1C(=NC(=CC1)C(NC(C)(C)C)=O)C(=O)OC